(R)-1-(7-(4-Fluorobenzyl)-8-methyl-3-(3-methyl-1,2,4-thiadiazol-5-yl)-5,6,7,8-Tetrahydroimidazo[1,5-a]pyrazin-1-yl)pyrrolidin-2-one FC1=CC=C(CN2[C@@H](C=3N(CC2)C(=NC3N3C(CCC3)=O)C3=NC(=NS3)C)C)C=C1